methyl (S)-2-[(S)-4-methyl-2-(o-nitrophenylsulfonylamino) pentanoylamino]-4-methylpentanoate CC(C[C@@H](C(=O)N[C@H](C(=O)OC)CC(C)C)NS(=O)(=O)C1=C(C=CC=C1)[N+](=O)[O-])C